C1(CC1)C=1N=C(OC1C(=O)N1[C@@H](C2=C(CC1)NC=N2)C2=NN1C(C(=CC=C1)C(F)(F)F)=C2)C=2C=NN(C2)C (S)-(4-cyclopropyl-2-(1-methyl-1H-pyrazol-4-yl)oxazol-5-yl)(4-(4-(trifluoromethyl)pyrazolo[1,5-a]pyridin-2-yl)-1,4,6,7-tetrahydro-5H-imidazo[4,5-c]pyridin-5-yl)methanone